tantalum (III) hydride [H-].[Ta+3].[H-].[H-]